COC1=CC(=NC=C1)N1N=CC(=C1)C(=O)O 1-(4-Methoxypyridin-2-yl)-1H-pyrazole-4-carboxylic acid